3-oxo-3-phenyl-N-(3-pyridyl)propionamide O=C(CC(=O)NC=1C=NC=CC1)C1=CC=CC=C1